C(#N)C1(CCN(CC1)C(=O)OC(C)(C)C)CN1C(C2=CC=CC=C2C1=O)=O tert-butyl 4-cyano-4-((1,3-dioxoisoindolin-2-yl)methyl)piperidine-1-carboxylate